C(#N)C1(C(C#N)(C#N)O1)C#N tetracyano ethylene oxide